(Z)-N-hydroxy-6-(4-(benzo[d][1,3]dioxol-5-ylmethylene)-2,5-dioxoimidazolidin-1-yl)hexanamide ONC(CCCCCN1C(N\C(\C1=O)=C/C1=CC2=C(OCO2)C=C1)=O)=O